4-(8-chloroimidazo[1,2-a]pyrazin-3-yl)-1-(2,2-difluoroethyl)-1H-pyrazole-3-carboxamide ClC=1C=2N(C=CN1)C(=CN2)C=2C(=NN(C2)CC(F)F)C(=O)N